ClC=1C(=NN(C1C(=O)OCC)CC(=O)C1=CC(=C(C=C1)C)C)C(=O)OCC diethyl 4-chloro-1-[2-(3,4-dimethylphenyl)-2-oxoethyl]-1H-pyrazole-3,5-dicarboxylate